ONCCCCNC(N)=N hydroxyagmatine